2,3-Bisphospho-D-glyceric acid C([C@H](C(=O)O)OP(=O)(O)O)OP(=O)(O)O